(1R,3s,5s)-3-(4-fluorophenyl)-6-oxabicyclo[3.1.0]hexane FC1=CC=C(C=C1)C1C[C@H]2O[C@H]2C1